CC([C@@H](C(=O)N1[C@@H](C[C@H](C1)O)C(=O)NCC1=CC=C(C=C1)C1=C(N=CS1)C)NC(CCCCCCC#C)=O)(C)C (2S,4R)-1-[(2S)-3,3-dimethyl-2-(non-8-ynamido)butanoyl]-4-hydroxy-N-{[4-(4-methyl-1,3-thiazol-5-yl)phenyl]methyl}pyrrolidine-2-carboxamide